C[Si](C1=C(C(=C(C(=C1F)F)[Ga])F)F)(C(C)(C)C)C (4-[dimethyl-(t-butyl)silyl]-tetrafluorophenyl)gallium